(3S)-1-[3-[4-[1-(2-tert-Butyltetrazol-5-yl)cyclopropyl]phenyl]azetidine-1-carbonyl]pyrrolidine-3-carboxamide C(C)(C)(C)N1N=C(N=N1)C1(CC1)C1=CC=C(C=C1)C1CN(C1)C(=O)N1C[C@H](CC1)C(=O)N